C(C1=CC=CC=C1)NC(CC1=NC=C(C=C1)C1=CC=C(C=C1)OC[C@@H](C)N1CCOCC1)=O (R)-N-benzyl-2-(5-(4-(2-morpholinopropoxy)phenyl)pyridin-2-yl)acetamide